2,2-thiobis(ethylamine) C(CSCCN)N